1-(2-aminoethyl)-N-[(3-fluoropyridin-2-yl)methyl]-5-methyl-1H-imidazole-4-carboxamide dihydrochloride Cl.Cl.NCCN1C=NC(=C1C)C(=O)NCC1=NC=CC=C1F